2-(2-chloro-4-iodo-phenylamino)-N-cyclopropylmethoxy-3,4-difluoro-benzamide ClC1=C(C=CC(=C1)I)NC1=C(C(=O)NOCC2CC2)C=CC(=C1F)F